C1(=CC=C(C=C1)NC(=O)NCC(=O)O)C N-(p-tolylaminocarbonyl)-glycine